4-bromo-1-methyl-1H-imidazole BrC=1N=CN(C1)C